C(C=C)=O propenaldehyde